3-(5-amino-1,3,4-thiadiazol-2-yl)-4-methylthiophene-2-carbonitrile NC1=NN=C(S1)C1=C(SC=C1C)C#N